2-((9-ethyl-6-(((6-(oxazol-2-yl)pyridin-3-yl)methyl)amino)-9H-purin-2-yl)amino)propane-1,3-diol C(C)N1C2=NC(=NC(=C2N=C1)NCC=1C=NC(=CC1)C=1OC=CN1)NC(CO)CO